methyl 6-(phenylmethylthio)-3-chloropicolinate C1(=CC=CC=C1)CSC1=CC=C(C(=N1)C(=O)OC)Cl